CC1=C[N-]C2=CC=CC=C12 3-methylindoleId